FC(C(=O)[O-])C(=O)C(=O)O fluorooxaloacetate